C(C)(C)(C)OC(NCC12CCC(CC1)(CC2)NC2=NC1=C(N=CC=C1C=C2)Cl)=O ((4-((8-chloro-1,7-naphthyridin-2-yl)amino)bicyclo[2.2.2]Oct-1-yl)methyl)carbamic acid tert-butyl ester